ClC1=C(C=CC=C1)S(=O)(=O)NC1=CC=C(C=C1)/N=C/C=1C(=C2C=CC(OC2=CC1)(C)C)O (E)-2-chloro-N-(4-(((5-hydroxy-2,2-dimethyl-2H-chromen-6-yl)methylene)amino)phenyl)benzenesulfonamide